methyl 1-(2-((2,2-difluorobenzo[d][1,3]dioxol-5-yl) amino)-5-methylpyridin-4-yl)-1H-pyrrole-3-carboxylate FC1(OC2=C(O1)C=CC(=C2)NC2=NC=C(C(=C2)N2C=C(C=C2)C(=O)OC)C)F